8-(5-((dimethylamino)methyl)-[1,2,4]triazolo[1,5-a]pyridin-8-yl)-N-((5-fluoro-2,3-dihydrobenzofuran-4-yl)methyl)-[1,2,4]triazolo[4,3-c]pyrimidin-5-amine CN(C)CC1=CC=C(C=2N1N=CN2)C=2C=1N(C(=NC2)NCC2=C(C=CC3=C2CCO3)F)C=NN1